FC1=C(C=CC(=C1)F)C=1N=C(OC1)[C@@H]1C([C@H]1C1=CC=C(C=C1)S(=O)(=O)N)(C)C 4-{(1S,3S)-3-[4-(2,4-difluorophenyl)-1,3-oxazol-2-yl]-2,2-dimethylcyclopropyl}benzenesulfonamide